ClC1=C(C=C(C=C1)N1CCN(CC1)C(=O)OC(C)(C)C)C1CC1 Tert-butyl 4-(4-chloro-3-cyclopropylphenyl)piperazine-1-carboxylate